C1(CCCCC1)[NH2+]C1CCCCC1.N(=[N+]=[N-])[C@H](C(=O)[O-])CCCCNC(=O)OC(C)(C)C (S)-(-)-2-azido-6-(Bocamino)hexanoic acid (dicyclohexylammonium) salt